OC1=CC=C(C=C1)C1CC(OC(CCC=C(CC(C(NCC(N(CC(N1)=O)C)=O)=O)C)C)C)=O 4-(4-hydroxyphenyl)-8,13,15,19-tetramethyl-1-oxa-5,8,11-triazacyclononadec-15-ene-2,6,9,12-tetraone